ClC1=CC=C(C=C1)C(C(F)(F)F)NS(=O)(=O)C=1C=CC=2N(N1)C=NN2 N-(1-(4-chlorophenyl)-2,2,2-trifluoroethyl)-[1,2,4]triazolo[4,3-b]pyridazine-6-sulfonamide